NCC1=CC=C(C=C1)N1CC2(C1)CCN(CC2)C(C)=O 1-(2-(4-(aminomethyl)phenyl)-2,7-diazaspiro[3.5]nonan-7-yl)ethan-1-one